CNCC1=C(CN(C(C(C)(C)C)=O)CC(NC=2C=C3C[C@@]4(C(NC5=NC=CC=C54)=O)CC3=CC2)=O)C=CC=C1 (S)-N-(2-((Methylamino)methyl)benzyl)-N-(2-oxo-2-((2'-oxo-1,1',2',3-tetrahydrospiro[indene-2,3'-pyrrolo[2,3-b]pyridin]-5-yl)amino)ethyl)pivalamide